(5'S,7a'R)-5'-(3,5-difluoro-phenyl)-1-(3-(3-hydroxy-3-methylbut-1-yn-1-yl)-benzoyl)tetrahydro-3'H-spiro[piperidine-4,2'-pyrrolo[2,1-b]oxazol]-3'-one FC=1C=C(C=C(C1)F)[C@@H]1CC[C@H]2OC3(C(N21)=O)CCN(CC3)C(C3=CC(=CC=C3)C#CC(C)(C)O)=O